2,2-bis(4-hydroxy-3-tert.butylphenyl)propane OC1=C(C=C(C=C1)C(C)(C)C1=CC(=C(C=C1)O)C(C)(C)C)C(C)(C)C